C(C)N(S(=O)(=O)NC=1C(=C(C(=O)C2=CN(C3=NC=C(C=C32)C=3C=C(C(=NC3)N3CCN(CC3)C(=O)OC(C)(C)C)S(=O)(=O)C)C(C3=CC=CC=C3)(C3=CC=CC=C3)C3=CC=CC=C3)C(=CC1)F)F)C tert-butyl 4-[5-[3-[3-[[ethyl(methyl)sulfamoyl] amino]-2,6-difluoro-benzoyl]-1-trityl-pyrrolo[2,3-b]pyridin-5-yl]-3-methylsulfonyl-2-pyridyl]piperazine-1-carboxylate